CC(CCCC)OCCCNCCCN1CCCC1 N-(3-(2-hexoxy)propyl)-3-(pyrrolidinyl)propan-1-amine